(Z)-3-Hexenyl 2-methylbutanoate CC(C(=O)OCC\C=C/CC)CC